1-((3-phenyl-1H-pyrazol-4-yl)methyl)piperidin C1(=CC=CC=C1)C1=NNC=C1CN1CCCCC1